3,5-dimethoxy-4-(prop-1-en-2-yl)benzaldehyde COC=1C=C(C=O)C=C(C1C(=C)C)OC